NC([C@H](N)C(=O)O)C(=O)O 3-Aminoaspartic acid